methyl (R)-4-(phenylthio)-3-((4-sulfamoyl-2-((trifluoromethyl)sulfonyl)phenyl)amino)butanoate C1(=CC=CC=C1)SC[C@@H](CC(=O)OC)NC1=C(C=C(C=C1)S(N)(=O)=O)S(=O)(=O)C(F)(F)F